ClC1=C(C=C2C(=C(N(C2=C1F)C)C1=NNC(=N1)[C@@H](CN(C)C)OC)N1C=NC=C1)OC (R)-2-(3-(6-chloro-7-fluoro-3-(1H-imidazol-1-yl)-5-methoxy-1-methyl-1H-indol-2-yl)-1H-1,2,4-triazol-5-yl)-2-methoxy-N,N-dimethylethan-1-amine